arachidic acid anion C(CCCCCCCCCCCCCCCCCCC)(=O)[O-]